FC(C=1C=C(C(=O)N[C@@H](C)C2=NC(=NN2C=2SC(=CN2)C(=O)OC)C)C=C(C1)C(F)(F)F)(F)F methyl 2-[5-[(1S)-1-[[3,5-bis(trifluoromethyl)benzoyl]amino]ethyl]-3-methyl-1,2,4-triazol-1-yl]thiazole-5-carboxylate